7-{[3-(2,3-dichloro-6-fluorophenyl)-1-(prop-2-enoyl)pyrrolidin-3-yl]amino}-2-methyl-3,4-dihydroisoquinolin-1-one ClC1=C(C(=CC=C1Cl)F)C1(CN(CC1)C(C=C)=O)NC1=CC=C2CCN(C(C2=C1)=O)C